acetyl-nitro-vanillic acid C(C)(=O)COC=1C(=C(C(=O)O)C=CC1O)[N+](=O)[O-]